C(C)(=O)N1[C@@H](C[C@@H](C1)NC1=CC(=C(C=C1)OC(F)F)OCC1CC1)C(=O)N (2S,4S)-1-acetyl-4-((3-(cyclopropylmethoxy)-4-(difluoromethoxy)phenyl)amino)pyrrolidine-2-carboxamide